O=C1NC=C(C2=CC=CC=C12)CN(C(=O)N)CCC 1-((1-oxo-1,2-dihydroisoquinolin-4-yl)methyl)-1-propylurea